N[C@H]1CS(C2=C(N(C1=O)CC1=CC=C(C=C1)OC(F)(F)F)C=C(C=C2)C2=NN=C(O2)C(C#N)(C)C)(=O)=O 2-[5-[(3R)-3-amino-1,1,4-trioxo-5-[[4-(trifluoromethoxy)phenyl]methyl]-2,3-dihydro-1λ6,5-benzothiazepin-7-yl]-1,3,4-oxadiazol-2-yl]-2-methyl-propanenitrile